tert-Butyl (1S,4S)-5-(azetidin-3-yl)-2,5-diazabicyclo[2.2.1]heptane-2-carboxylate N1CC(C1)N1[C@@H]2CN([C@H](C1)C2)C(=O)OC(C)(C)C